C(#N)C12CC(C1)(C2)NC(C2=C(C=CC(=C2)C(F)(F)F)S(=O)(=O)C)=O N-(3-cyanobicyclo[1.1.1]pentan-1-yl)-2-(methylsulfonyl)-5-(trifluoromethyl)benzamide